TMS acetate C(C)(=O)O[Si](C)(C)C